2-[3-methyl-6-(1-methylvinyl)-2-cyclohexen-1-yl]-5-pentyl-1,3-benzenediol CC1=CC(C(CC1)C(=C)C)C1=C(C=C(C=C1O)CCCCC)O